C1(CCC1)CNC=1C2=C(N=C(N1)NC1=CC=C(C=3OCCOC31)C(=O)N3CCN(CC3)C3COC3)NC=C2C#N 4-((cyclobutylmethyl)amino)-2-((8-(4-(oxetan-3-yl)piperazine-1-carbonyl)-2,3-dihydrobenzo[b][1,4]dioxin-5-yl)amino)-7H-pyrrolo[2,3-d]pyrimidine-5-carbonitrile